F[C@@H]1CN(C[C@@H]1F)C=1C=2N(N=C(C1)C=1C(NC(NC1)=O)=O)C(=CN2)F 5-(8-((3R,4S)-3,4-difluoropyrrolidin-1-yl)-3-fluoroimidazo[1,2-b]pyridazin-6-yl)pyrimidine-2,4(1H,3H)-dione